FC=1C=C(C=C(C1)F)C(C)(C)C1=NN=C(S1)NC(N(C[C@H](C)O)CC)=O 3-[5-[1-(3,5-difluorophenyl)-1-methyl-ethyl]-1,3,4-thiadiazol-2-yl]-1-ethyl-1-[(2S)-2-hydroxypropyl]urea